COC1=NC=C(C=C1C(=O)N)NC(C(=O)N1[C@H](CC[C@H](C1)C)C=1C=NC(=CC1)NC)=O 2-methoxy-5-[[2-[(2R,5R)-5-methyl-2-[6-(methylamino)-3-pyridyl]-1-piperidyl]-2-oxo-acetyl]amino]pyridine-3-carboxamide